benzyl (3R)-3-(methylsulfonyloxymethyl)pyrrolidine-1-carboxylate CS(=O)(=O)OC[C@H]1CN(CC1)C(=O)OCC1=CC=CC=C1